6,6-bis(3-amino-4-hydroxyphenyl)dodecane NC=1C=C(C=CC1O)C(CCCCC)(CCCCCC)C1=CC(=C(C=C1)O)N